(3z,7e)-4,8,12-trimethyltridec-3,7,11-trienoate C/C(=C/CC(=O)[O-])/CC\C=C(\CCC=C(C)C)/C